4-{(2S)-2-[({4-[7-(aminocarbonyl)-2H-indazole-2-yl]phenyl}amino)carbonyl]pyrrolidinium-1-yl}piperidinium oxabicyclo[2.1.1]hexaneNeryl-Formate n-Hexyl-2-butenoate C(CCCCC)OC(C=CC)=O.C12(OCC(C1)C2)CC(=CCC\C(=C/CC(=O)[O-])\C)C.NC(=O)C2=CC=CC1=CN(N=C21)C2=CC=C(C=C2)NC(=O)[C@H]2[NH+](CCC2)C2CC[NH2+]CC2.C21(OCC(C2)C1)CC(=CCC\C(=C/CC(=O)[O-])\C)C